2-methyl-6-[3-(2,2,6,6-tetramethylpiperidin-4-yl)-3H-[1,2,3]triazolo[4,5-c]pyridazin-6-yl]-1,3-benzothiazol-5-ol CC=1SC2=C(N1)C=C(C(=C2)C2=CC1=C(N=N2)N(N=N1)C1CC(NC(C1)(C)C)(C)C)O